BrC=1C(=NC=NC1C=1C=NN(C1)CC1=CC=C(C=C1)C(F)(F)F)N 5-Bromo-6-(1-{[p-(trifluoromethyl)phenyl]methyl}-1H-pyrazol-4-yl)-4-pyrimidinylamine